ClC=1C(=CC(=NC1C1=CC=C(C=C1)F)C(CNC(OC(C)(C)C)=O)(C)O)C(C)(C)O Tert-Butyl (2-[5-Chloro-6-(4-Fluorophenyl)-4-(2-Hydroxypropan-2-yl)Pyridin-2-yl]-2-Hydroxypropyl)Carbamate